(1R,3S)-3-aminocyclopentanol camphorsulfonate C12(C(=O)CC(CC1)C2(C)C)CS(=O)(=O)O[C@H]2C[C@H](CC2)N